palladium-zinc-silver [Ag].[Zn].[Pd]